2-[[5-(ethylsulfonimidoyl)-6-[7-methyl-3-(trifluoromethyl)imidazo[4,5-c]pyridazin-6-yl]-3-pyridyl]oxy]-2-methyl-propanenitrile C(C)S(=O)(=N)C=1C=C(C=NC1C1=NC2=C(N=NC(=C2)C(F)(F)F)N1C)OC(C#N)(C)C